FC=1C(=NC=CC1)C(C)N(C(C(=O)O)=O)CC=1C=NC(=CC1)C(F)(F)F 2-((1-(3-fluoropyridin-2-yl)ethyl)((6-(trifluoromethyl)pyridin-3-yl)methyl)amino)-2-oxoacetic acid